(5-methyl-5-m-dioxanyl)methyl α-allyloxymethylacrylate C(C=C)OCC(C(=O)OCC1(COCOC1)C)=C